The molecule is an aromatic amide obtained by formal condensation of the carboxy group of 3-(difluoromethyl)-1-methylpyrazole-4-carboxylic acid with the amino group of 2-[1,1'-bi(cyclopropyl)-2-yl]aniline. It is an aromatic amide, an organofluorine compound, a member of pyrazoles, a ring assembly and a member of cyclopropanes. CN1C=C(C(=N1)C(F)F)C(=O)NC2=CC=CC=C2C3CC3C4CC4